ClC=1C(=NC=CC1)C(C(=O)OCC)(C(=O)OCC)C diethyl 2-(3-chloro-2-pyridinyl)-2-methyl-malonate